C1=C(C=CC2=CC=CC=C12)C1C(CC12CCC2)C(=O)OCC Ethyl 1-(naphthalen-2-yl)spiro[3.3]heptane-2-carboxylate